[N+](=O)([O-])C1=CC=C(C=C1)N1CCOCC1 4-(4-nitrophenyl)-morpholine